FC1=CC(=C(C(=C1)C(C)C)NC(=O)N=[S@@](=O)(N)C=1SC=C(C1)C(C)(C)O)C(C)C (S)-N'-(4-fluoro-2,6-diisopropylphenyl-carbamoyl)-4-(2-hydroxypropan-2-yl)thiophene-2-sulfonimidamide